OC1CC2(C1)CCN(CC2)C=2SC=C(N2)C(=O)NC2=C(C=C(C=C2)NS(=O)(=O)CCO)N2CCC1(CC1)CC2 2-(2-hydroxy-7-azaspiro[3.5]nonan-7-yl)-N-(4-((2-hydroxyethyl)sulfonylamino)-2-(6-azaspiro[2.5]octane-6-yl)phenyl)thiazole-4-carboxamide